C(C)N(CCC1=CNC2=CC=C(C=C12)OC)CC N,N-diethyl-5-methoxy-tryptamine